O1CC(C(=O)C2=CC=CC=C12)C1=CC=CC=C1 dihydroisoflavone